3-amino-6-(2,6-dimethylpyridin-4-yl)-N-(2-methoxybenzyl)-5-(5-methylfuran-3-yl)pyrazine-2-carboxamide NC=1C(=NC(=C(N1)C1=COC(=C1)C)C1=CC(=NC(=C1)C)C)C(=O)NCC1=C(C=CC=C1)OC